(R)-N-(1-(3-(difluoromethyl)-2-fluorophenyl)ethyl)-6-methoxy-2-methyl-7-(methylsulfonyl)quinazolin-4-amine FC(C=1C(=C(C=CC1)[C@@H](C)NC1=NC(=NC2=CC(=C(C=C12)OC)S(=O)(=O)C)C)F)F